C1(=CC=CC=C1)N(C1=CC=C(C=O)C=C1)C1=CC=CC=C1 4-(diphenylamino)benzaldehyde